2-(dimethylamino)-4-(2-furyl)-6-[[3-(trifluoromethyl)phenyl]methylamino]pyrimidine-5-carbonitrile CN(C1=NC(=C(C(=N1)C=1OC=CC1)C#N)NCC1=CC(=CC=C1)C(F)(F)F)C